methyl 6-ethynylchromane-2-carboxylate C(#C)C=1C=C2CCC(OC2=CC1)C(=O)OC